2,6-difluoro-4-(9-carbazolyl)benzaldehyde FC1=C(C=O)C(=CC(=C1)N1C2=CC=CC=C2C=2C=CC=CC12)F